1-ethyl-6-oxo-1,6-dihydropyridine-3-sulfonyl chloride C(C)N1C=C(C=CC1=O)S(=O)(=O)Cl